C(C)(=O)C1=NN(C2=CC=C(C=C12)C=1C=NC=2N(C1)N=C(C2)CC)CC(=O)N2[C@@H](C[C@H](C2)F)C(=O)NC2=NC(=CC=C2)Br (2S,4R)-1-(2-(3-acetyl-5-(2-ethylpyrazolo[1,5-a]pyrimidin-6-yl)-1H-indazol-1-yl)acetyl)-N-(6-bromopyridin-2-yl)-4-fluoropyrrolidine-2-carboxamide